C(C)(=O)C1=CC=C(C=C1)C(SF)NC (4-acetylphenyl)(methyl)aminomethylthio-fluorine